C1(CCCCC1)[B-](F)(F)F.[K+] potassium cyclohexyltrifluoroborate salt